C(C)(C)N1C(=NN=C1)C1=CC=CC=C1N 6-(4-isopropyl-4H-1,2,4-triazol-3-yl)aniline